C(CNC(CCCCCCCCCCCCCCC)=O)NC(CCCCCCCCCCCCCCC)=O N,N'-ethylene-bis-palmitamide